C(CCCCCCCCC)OC=1C=C(OCCO)C=C(C1)CCCCCCCCCCCCCCC 2-(3-(decyloxy)-5-pentadecylphenoxy)ethanol